CC(CCCC(=O)O)CC(C)(C)C.C(C)(=O)OCCCCCCC(C)C ISONONYL ACETATE (3,5,5-trimethylhexyl acetate)